C(C1=CC=CC=C1)(=O)N(C=1C(=C(C(=O)NC2=C(C=C(C=C2C(F)(F)F)C(C(F)(F)F)(C(F)(F)F)F)I)C=CC1)F)C 3-(benzoylmethylamino)-2-fluoro-N-[2-iodo-4-[1,2,2,2-tetrafluoro-1-(trifluoro-methyl)ethyl]-6-(trifluoromethyl)phenyl]-benzamide